6-(trans-4-(((4-(1-Cyclopropyl-1H-pyrazol-4-yl)pyridin-2-yl)amino)methyl)cyclohexyl)-3-methoxypicolinonitrile C1(CC1)N1N=CC(=C1)C1=CC(=NC=C1)NC[C@@H]1CC[C@H](CC1)C1=CC=C(C(=N1)C#N)OC